N1=C(C=CC=C1)N[C@@H](C)C(=O)O (2-pyridyl)-alanine